N-cyclohexyl-2-[5,5-dioxido-8-(trifluoromethyl)-6H-dibenzo[c,e][1,2]thiazin-6-yl]acetamide C1(CCCCC1)NC(CN1S(C2=C(C3=C1C=C(C=C3)C(F)(F)F)C=CC=C2)(=O)=O)=O